1-CYCLOPENTYL-1H-PYRAZOLE-4-BORONIC ACID C1(CCCC1)N1N=CC(=C1)B(O)O